CNC(=O)C=1SC(=C(N1)C)C(=O)NC[C@@H](CC)C(N[C@H]1C2=C(CN3N(C1=O)CCC3)C=CC=C2)=O N2,4-Dimethyl-N5-((R)-2-(((S)-11-oxo-2,3,10,11-tetrahydro-1H,5H-benzo[d]pyrazolo[1,2-a][1,2]diazepin-10-yl)carbamoyl)butyl)thiazole-2,5-dicarboxamide